CNC(=O)N1CCC2(CNCCO2)CC1 N-methyl-1-oxa-4,9-diazaspiro[5.5]Undecane-9-carboxamide